N-N-octylformamide CCCCCCCCNC=O